(5-(5-(2,3-dimethylphenyl)-6-methoxy-1-((2-(trimethylsilyl)ethoxy)methyl)-1H-pyrazolo[4,3-b]pyridin-3-yl)pyridin-2-yl)cyclohex-3-ene-1-carboxylic acid ethyl ester C(C)OC(=O)C1(CC=CCC1)C1=NC=C(C=C1)C1=NN(C=2C1=NC(=C(C2)OC)C2=C(C(=CC=C2)C)C)COCC[Si](C)(C)C